(5R,5'R)-5,5'-(((3,3'-dichloro-[4,4'-bipyridine]-2,2'-diyl)bis(8-methoxy-3,4-dihydroisoquinoline-6,2(1H)-diyl))bis(methylene))bis(pyrrolidin-2-one) ClC=1C(=NC=CC1C1=C(C(=NC=C1)C=1C=C2CCN(CC2=C(C1)OC)C[C@H]1CCC(N1)=O)Cl)C=1C=C2CCN(CC2=C(C1)OC)C[C@H]1CCC(N1)=O